(8-fluoroquinolin-6-yl)-5-phenyl-1,2,4-triazin-3-amine FC=1C=C(C=C2C=CC=NC12)C1=C(N=C(N=N1)N)C1=CC=CC=C1